Cl.COC=1C(=CC2=CN(N=C2C1)C)C(=O)NC1=NC=C(N=C1)N1C[C@@H](NCC1)C (S)-6-methoxy-2-methyl-N-(5-(3-methylpiperazin-1-yl)pyrazin-2-yl)-2H-indazole-5-carboxamide hydrochloride